(4-((2-amino-3-chloropyridin-4-yl)oxy)-3-fluorophenyl)-1-(4-fluorophenyl)-5-(trifluoromethyl)-1H-pyrazole-4-carboxamide NC1=NC=CC(=C1Cl)OC1=C(C=C(C=C1)C1=NN(C(=C1C(=O)N)C(F)(F)F)C1=CC=C(C=C1)F)F